COC([C@H]1NCCC1)=O Prolin methylester